C(CCCCCCC\C=C/CCCCCCCC)(=O)OC(C)=O acetyl oleate